deoxycholanic acid C(CC[C@@H](C)[C@H]1CC[C@H]2[C@@H]3CCC4CCCC[C@]4(C)[C@H]3CC[C@]12C)=O